O=C1N(C(CCC1N1C(C2=CC=C(C=C2C1)O[C@@H]1CN(CC[C@H]1NC(OC(C)(C)C)=O)CC(F)(F)F)=O)=O)COCC[Si](C)(C)C tert-butyl (trans-3-((2-(2,6-dioxo-1-((2-(trimethylsilyl)ethoxy)methyl)piperidin-3-yl)-1-oxoisoindolin-5-yl)oxy)-1-(2,2,2-trifluoroethyl)piperidin-4-yl)carbamate